4-fluoro-3-((2-hydroxy-2-(6-methoxypyridin-3-yl)ethyl)thio)benzonitrile FC1=C(C=C(C#N)C=C1)SCC(C=1C=NC(=CC1)OC)O